FC(C=1C=C(C=C(C1)C(F)(F)F)C1=NC(=CN1S(=O)(=O)CC)S(=O)(=O)CC)(F)F 2-(3,5-bis(trifluoromethyl)phenyl)-3,5-bis(ethylsulfonyl)-3H-imidazole